(R)-5-methyl-2-(4-((1-methylpiperidin-3-yl)amino)-5,6,7,8-tetrahydrophthalazin-1-yl)phenol CC=1C=CC(=C(C1)O)C1=NN=C(C=2CCCCC12)N[C@H]1CN(CCC1)C